benzyl 8-{5-[6-(benzyloxy)-6-oxohexyl]-2,2,3,3,12,12,13,13-octamethyl-4,11-dioxa-7-aza-3,12-disilatetradecan-7-yl}-7-[(tert-butyldimethylsilyl)oxy]octanoate C(C1=CC=CC=C1)OC(CCCCCC(O[Si](C(C)(C)C)(C)C)CN(CCCO[Si](C(C)(C)C)(C)C)CC(CCCCCC(=O)OCC1=CC=CC=C1)O[Si](C)(C)C(C)(C)C)=O